C(C)(C)(C)OC(=O)N1CCN(CC1)C=1C(=NC(=CC1)C(=O)OC)F 4-(2-fluoro-6-methoxycarbonyl-3-pyridinyl)piperazine-1-carboxylic acid tert-butyl ester